N1N=C(C2=C1CCC2)C#N 1,4,5,6-tetrahydro-3-cyclopentapyrazole-carbonitrile